C[C@@H]1CN[C@@H](CO1)C (2R,5R)-2,5-dimethylmorpholine